3-(1-(3-bromophenyl)-3-(2,2-difluoroethyl)cyclobutyl)-4-methyl-4H-1,2,4-triazole BrC=1C=C(C=CC1)C1(CC(C1)CC(F)F)C1=NN=CN1C